CC1=C(C=CC(=C1)C)NC(NN)=S 4-(2,4-dimethylphenyl)thiosemicarbazide